7-chloro-5-(2-chlorophenyl)-1,3-dihydro-2H-1,4-benzodiazepine ClC=1C=CC2=C(C(=NCCN2)C2=C(C=CC=C2)Cl)C1